3-(5-fluoropyridin-2-yl)-1,4,5,6-tetrahydropyrano[2,3-c]pyrazole FC=1C=CC(=NC1)C=1C2=C(NN1)OCCC2